N1=C2C(=CC=C1)CNC2 6,7-dihydro-5H-pyrrolo[3,4-b]pyridin